benzyl 4-(4-(tert-butoxycarbonyl)piperazin-1-yl)-7,8-dihydropyrido[4,3-d]pyrimidine-6(5H)-carboxylate C(C)(C)(C)OC(=O)N1CCN(CC1)C=1C2=C(N=CN1)CCN(C2)C(=O)OCC2=CC=CC=C2